(2-amino-5-(trifluoromethyl)phenyl)dimethylphosphine-oxide NC1=C(C=C(C=C1)C(F)(F)F)P(C)(C)=O